NC(C(=O)O)CC1=CC=C(C=C1)S(=O)(=O)CCC#N 2-amino-3-(4-((2-cyanoethyl)sulfonyl)phenyl)propionic acid